ClC=1C=CC(=NC1)C1(OC2=C(O1)C=CC=C2C2CCN(CC2)C(C(=O)O)C)C 2-(4-(2-(5-chloropyridin-2-yl)-2-methylbenzo[d][1,3]dioxolan-4-yl)piperidin-1-yl)propionic acid